[OH-].C(CCC[N+]1(CCOCC1)CCCCCCCCCCCC)[N+]1(CCOCC1)CCCCCCCCCCCC.[OH-] 4,4'-(butane-1,4-diyl)bis(4-dodecyl-morpholin-4-ium) hydroxide